C(#N)CC=1C2=C(SC1C#CC)C(=CC=C2)N[C@H]2[C@@H](CN(CC2)C)F 3-(3-(cyanomethyl)-7-(((3R,4R)-3-fluoro-1-methylpiperidin-4-yl)amino)benzo[b]thiophen-2-yl)prop-2-yn